The molecule is octaanion of preuroporphyrinogen arising from global deprotonation of the eight carboxy groups; major species at pH 7.3. It has a role as a human metabolite and a Saccharomyces cerevisiae metabolite. It is a conjugate base of a preuroporphyrinogen. C1=C(C(=C(N1)CC2=C(C(=C(N2)CC3=C(C(=C(N3)CC4=C(C(=C(N4)CO)CC(=O)[O-])CCC(=O)[O-])CC(=O)[O-])CCC(=O)[O-])CC(=O)[O-])CCC(=O)[O-])CC(=O)[O-])CCC(=O)[O-]